C(C)(C)(C)OC(=O)N[C@H](C(=O)OC)C[C@@H](C(=O)OC)[C@@H](CN1C(C2=CC=CC=C2C1=O)=O)C=C dimethyl (2S,4R)-2-((tert-butoxycarbonyl)amino)-4-((S)-1-(1,3-dioxoisoindolin-2-yl)but-3-en-2-yl)pentanedioate